cis-pyridine-2-formaldoxime N1=C(C=CC=C1)C=NO